rac-N-((4R,5R)-3-(aminomethyl)-7-ethyl-4-(4-fluorophenyl)-6-oxo-1-phenyl-4,5,6,7-tetrahydro-1H-pyrazolo[3,4-b]pyridin-5-yl)-3-(trifluoromethyl)benzamide NCC1=NN(C=2N(C([C@@H]([C@@H](C21)C2=CC=C(C=C2)F)NC(C2=CC(=CC=C2)C(F)(F)F)=O)=O)CC)C2=CC=CC=C2 |r|